C(#N)[C@H]1N(CSC1)C(CNC(=O)C1=CC=NC2=CC=C(C=C12)N1CC(C1)COC(F)(F)F)=O (R)-N-(2-(4-Cyanothiazolidin-3-yl)-2-oxoethyl)-6-(3-((trifluoromethoxy)methyl)-azetidin-1-yl)quinoline-4-carboxamide